4-(1-methyl-1H-pyrazol-5-yl)-4H-1,2,4-triazole CN1N=CC=C1N1C=NN=C1